O1C(OCC1)CCC(C(C)C)N1CC(C1)C=1N=C(C=2N(C1)C(=NC2)C)C2=C(C(=O)N(C(C)C)CC)C=C(C=C2)F 2-(6-{1-[1-(1,3-dioxolan-2-yl)-4-methylpentan-3-yl]azetidin-3-yl}-3-methylimidazo[1,5-a]pyrazin-8-yl)-N-ethyl-5-fluoro-N-(isopropyl)benzamide